BrC1=C(C=C(C=C1OC)OC)C=1C(=C(C(N(C1)C)=O)Cl)C1=C(C=C(C=C1)F)F 5-(2-bromo-3,5-dimethoxyphenyl)-3-chloro-4-(2,4-difluorophenyl)-1-methyl-2(1H)-pyridinone